1-[3-(2,2-difluoroethoxy)phenyl]-3,3-dimethyl-N-(3-methyl-1,1-dioxo-thietan-3-yl)-2-oxo-indoline-5-carboxamide FC(COC=1C=C(C=CC1)N1C(C(C2=CC(=CC=C12)C(=O)NC1(CS(C1)(=O)=O)C)(C)C)=O)F